(2S)-2-[4-((1R)-2-oxocyclopentan-1-ylmethyl)-phenyl]propanoic acid O=C1[C@H](CCC1)CC1=CC=C(C=C1)[C@@H](C(=O)O)C